CC=1COC2=COC=CC21 3-methyl-2H-furo[2,3-C]pyran